Ethyl (S)-3-((5-(1-((tert-butoxycarbonyl)amino)-1,3-dihydrospiro[indene-2,4'-piperidin]-1'-yl)pyrazin-2-yl)thio)propanoate C(C)(C)(C)OC(=O)N[C@@H]1C2=CC=CC=C2CC12CCN(CC2)C=2N=CC(=NC2)SCCC(=O)OCC